ClC=1C=C2C=NN(C2=CC1N1CCN(CC1)C1(COC1)C)C=1C=NNC1 5-chloro-6-(4-(3-methyloxetan-3-yl)piperazin-1-yl)-1-(1H-pyrazol-4-yl)-1H-indazole